ethyl (3R)-3-(10-benzoyl-6,7,8,9-tetrahydro-5H-5,8-epiminobenzo[7]annulen-3-yl)-3-(1-ethyl-4-methyl-1H-benzo[d][1,2,3]triazol-5-yl)propanoate C(C1=CC=CC=C1)(=O)N1C2CCC1CC1=C2C=C(C=C1)[C@@H](CC(=O)OCC)C1=C(C2=C(N(N=N2)CC)C=C1)C